FC(CN1[C@@H](C=2NC3=CC=CC=C3C2C[C@H]1C)C1=CC=C(C=C1)[C@@H](O)C1CN(C1)CCCF)(C)C (S)-(4-((1R,3R)-2-(2-fluoro-2-methylpropyl)-3-methyl-2,3,4,9-tetrahydro-1H-pyrido[3,4-b]indol-1-yl)phenyl)(1-(3-fluoropropyl)azetidin-3-yl)methanol